OC(CC1=CC=C(C=N1)NC(O[C@H](C)[C@H](C)OC1=CC2=C(N=C(S2)C2=C3N=CC(=NC3=CC(=C2)Cl)OC)C=C1F)=O)(C)C (2R,3S)-3-((2-(7-chloro-2-methoxyquinoxalin-5-yl)-5-fluorobenzo[d]thiazol-6-yl)oxy)butan-2-yl (6-(2-hydroxy-2-methylpropyl)pyridin-3-yl)carbamate